2-{3-[(3S)-3-cyclopropylpiperazin-1-yl]-1,2,4-triazin-6-yl}-5-(5-methyl-1,2,4-thiadiazol-3-yl)phenol trifluoroacetate FC(C(=O)O)(F)F.C1(CC1)[C@H]1CN(CCN1)C=1N=NC(=CN1)C1=C(C=C(C=C1)C1=NSC(=N1)C)O